[Pd+2].C1(=CC=CC=C1)C=1[C-](C=CC1)C(C)C.[CH-]1C=CC=C1.[Fe+2] phenyl-isopropyl-ferrocene palladium (ii)